C1(=CC=C(C=C1)N(C=1C(=C(SC1C)C)C(=O)NC1CC2(CCC2)C1)C)C1=CC=CC=C1 6-(4-([1,1'-biphenyl]-4-yl(methyl)amino)-2,5-dimethylthiophene-3-carboxamido)spiro[3.3]heptane